malic acid acetic anhydride C(C)(=O)OC(C(O)CC(=O)O)=O